(S)-2-((4-(6-((4-Cyano-2-fluorobenzyl)oxy)pyridin-2-yl)piperidin-1-yl)methyl)-7-fluoro-4-methoxy-1-(oxetan-2-ylmethyl)-1H-benzo[d]imidazole C(#N)C1=CC(=C(COC2=CC=CC(=N2)C2CCN(CC2)CC2=NC3=C(N2C[C@H]2OCC2)C(=CC=C3OC)F)C=C1)F